CC1(OC2=C(C(=C(C=C2CC1)O)C)C)CCC(=O)O 2,7,8-trimethyl-2-(β-carboxyethyl)-6-hydroxychroman